6-(2-cyclopropylphenyl)-2,3-dihydro-4H-spiro[naphthalene-1,3'-pyrrolidine]-4,5'-dione C1(CC1)C1=C(C=CC=C1)C=1C=C2C(CCC3(CNC(C3)=O)C2=CC1)=O